BrCC1=CC=C(C=C1)NC([C@H](C)NC([C@H](C(C)C)NC(OC(C)(C)C)=O)=O)=O tert-butyl ((S)-1-(((S)-1-((4-(bromomethyl)phenyl)amino)-1-oxopropane-2-yl)amino)-3-methyl-1-oxobutan-2-yl)carbamate